trimyristyl citrate C(CC(O)(C(=O)OCCCCCCCCCCCCCC)CC(=O)OCCCCCCCCCCCCCC)(=O)OCCCCCCCCCCCCCC